N-(trans-4-(2-((R)-4-(2,3-dichlorophenyl)-3-methylpiperazin-1-yl)ethyl)cyclohexyl)-5-fluoropyrimidin-2-amine ClC1=C(C=CC=C1Cl)N1[C@@H](CN(CC1)CC[C@@H]1CC[C@H](CC1)NC1=NC=C(C=N1)F)C